ClC=1C=CC(=NC1)C(C)C1(CCNCC1)O 4-[1-(5-chloro-2-pyridyl)ethyl]piperidin-4-ol